1-(5-[(5-chlorothiophen-2-yl)methyl]amino-3-[1-(oxetan-3-ylmethyl)piperidin-4-yl]-1H-pyrazol-1-yl)-2,2-dimethylpropan-1-one ClC1=CC=C(S1)CNC1=CC(=NN1C(C(C)(C)C)=O)C1CCN(CC1)CC1COC1